gamma-(N,N-dimethyl)aminopropyl-trimethoxysilane tert-butyl-N-[(1S)-2-[2-cyano-4-(2-furylmethylamino)-7-methyl-thieno[3,2-d]pyrimidin-6-yl]-1-methyl-ethyl]carbamate C(C)(C)(C)OC(N[C@H](CC1=C(C=2N=C(N=C(C2S1)NCC=1OC=CC1)C#N)C)C)=O.CN(C)CCC[Si](OC)(OC)OC